BrC1=CC2=C(N=C(S2)C2=C(SC=3CN(CCC32)C(=O)OC(C)(C)C)NC(=O)C3CC(C3)NCCOC)C=C1 tert-butyl 3-(6-bromobenzo[d]thiazol-2-yl)-2-(3-((2-methoxyethyl)amino)cyclobutane-1-carboxamido)-4,7-dihydrothieno[2,3-c]pyridine-6(5H)-carboxylate